N1CC2(CC1)C(NC1=CC=CC=C12)=O 1H-spiro[indole-3,3'-pyrrolidin]-2-one